S=O thio ether